(R)-1-(1-(3-chloro-4-(1-hydroxyisoquinolin-8-yl)phenyl)-2-hydroxyethyl)-3-(2-ethynyl-thiazol-4-yl)urea ClC=1C=C(C=CC1C=1C=CC=C2C=CN=C(C12)O)[C@H](CO)NC(=O)NC=1N=C(SC1)C#C